ClC1=CC(=C(C=C1)N1N=NC(=C1CN1N=CC(=CC1=O)C=1C=NC(=C(C1)Cl)OC)C)F 2-((3-(4-chloro-2-fluoro-phenyl)-5-methyl-triazol-4-yl)methyl)-5-(5-chloro-6-methoxy-3-pyridyl)pyridazin-3-one